dodeca-2,4,6-trien-9-one CC=CC=CC=CCC(CCC)=O